N1=NN(C2=NC=CC=C21)C2=CC(=C(C(=O)N(C1=NC=CC3=CC=C(C=C13)C#N)[C@H]1CN(CCC1)C(=O)OC(C)(C)C)C=C2)F tert-butyl (R)-3-(4-(3H-[1,2,3]triazolo[4,5-b]pyridin-3-yl)-N-(7-cyanoisoquinolin-1-yl)-2-fluorobenzamido)piperidine-1-carboxylate